N=1P(=NN=P(NP(=CC=P(C=CC1)=O)=O)=O)=O tetraaza[2,5,7,10]tetraphosphacyclotridecine 2,5,7,10-tetraoxide